NCC(=O)O.[Na] monosodium glycine